bis(2,4,6-trimethylbenzoyl)-2,4,4-trimethylpentyl-phosphine oxide CC1=C(C(=O)P(CC(CC(C)(C)C)C)(C(C2=C(C=C(C=C2C)C)C)=O)=O)C(=CC(=C1)C)C